ClC=1N=C(C2=C(N1)N(C=C2)[C@H]2[C@@H]([C@@H]([C@@H](O2)C(OC)P(O)(O)=O)O)O)N2CCC(CC2)(F)F [(2R,3S,4R,5R)-5-[2-chloro-4-(4,4-difluoro-1-piperidyl)pyrrolo-[2,3-d]pyrimidin-7-yl]-3,4-dihydroxy-tetrahydrofuran-2-yl]-methoxymethylphosphonic acid